[2-[3-bromo-5-(methylsulfanyl)phenoxy]ethoxy](tert-butyl)dimethylsilane BrC=1C=C(OCCO[Si](C)(C)C(C)(C)C)C=C(C1)SC